OC1(CCC(CC1)NC(=O)C=1C2=C(N=C(N1)N1C=NC=C1)CCC2)C N-((cis)-4-hydroxy-4-methylcyclohexyl)-2-(1H-imidazol-1-yl)-6,7-dihydro-5H-cyclopenta[d]pyrimidine-4-carboxamide